C(C)(C)(C)OC(=O)N1CC(C1)COC1=NC=C(C=C1)N1C(NC2=C1C=CC=C2)=O 3-(((5-(2-oxo-2,3-dihydro-1H-benzo[d]imidazol-1-yl)pyridin-2-yl)oxy)methyl)azetidine-1-carboxylic acid tert-butyl ester